tert-butyl 4-(4-bromo-2-oxo-1-pyridyl)piperidine-1-carboxylate BrC1=CC(N(C=C1)C1CCN(CC1)C(=O)OC(C)(C)C)=O